ethyl 2-({6-[(1,3-benzothiazol-2-yl)amino]-5-methylpyridazin-3-yl}(ethyl)amino)-1,3-thiazole-4-carboxylate S1C(=NC2=C1C=CC=C2)NC2=C(C=C(N=N2)N(C=2SC=C(N2)C(=O)OCC)CC)C